NC1=C(C2=C(S1)CCCC2)C#N 2-amino-4,5,6,7-tetrahydrobenzo[b]thiophene-3-carbonitrile